CC1=C(C=C(C=C1)N=C=O)N=C=O 4-Methyl-1,3-phenylene diisocyanate